2-(ethylthio)-3-(5-(2,2,3,3,3-pentafluoropropoxy)pyrazin-2-yl)-7-(trifluoromethyl)pyrazolo[1,5-a]pyrimidine C(C)SC1=NN2C(N=CC=C2C(F)(F)F)=C1C1=NC=C(N=C1)OCC(C(F)(F)F)(F)F